O1CCN(CC1)C1=CC=C(C=C1)CC(=O)ON1C(CCC1=O)=O 2,5-dioxopyrrolidin-1-yl 2-(4-morpholinophenyl)acetate